BrC1=CC2=C(CN(C2=O)CC2=CC=C(C=C2)OC)S1 2-bromo-5-[(4-methoxyphenyl)methyl]-6H-thieno[2,3-c]pyrrol-4-one